2-methacryloxyethyltriethoxysilane C(C(=C)C)(=O)OCC[Si](OCC)(OCC)OCC